N1=C(C=C2N1C=CC=C2)[C@H]2N(CCC1=C2N=CN1)C(=O)C=1OC(=NN1)C=1C=NN(C1)C(F)(F)F (S)-(4-(pyrazolo[1,5-a]pyridin-2-yl)-6,7-dihydro-1H-imidazo[4,5-c]pyridin-5(4H)-yl)(5-(1-(trifluoromethyl)-1H-pyrazol-4-yl)-1,3,4-oxadiazol-2-yl)methanone